O[C@@H]1C([C@@H]2CCC=3[C@@H]4CC[C@H]([C@@H](CCC=C(C)C)C)[C@]4(CCC3[C@]2(CC1)C)C)C(C)=O 1-(3beta-hydroxy-5alpha-cholesta-8,24-dien-4-yl)ethanone